P(=S)([NH-])([NH-])[NH-] THIOPHOSPHORYLTRIAMID